C[C@@H]1N(C[C@H]1C(=O)O)C1=NC=CC=C1 (2S,3R)-2-methyl-1-(pyridin-2-yl)azetidine-3-carboxylic acid